Cl.NO hydroxylamine hydrogen chloride salt